BrC1=C(C(=CC(=C1)Cl)C(N)=O)NC(=O)C=1N(N=C(C1)CN1N=C(N=N1)C1=CC=C(C=C1)Br)CC(F)F N-(2-bromo-6-carbamoyl-4-chloro-phenyl)-5-[[5-(4-bromophenyl)tetrazol-2-yl]methyl]-2-(2,2-difluoroethyl)pyrazole-3-carboxamide